1-(4-(4-methylthiazol-5-yl)phenyl)butan-1-amine CC=1N=CSC1C1=CC=C(C=C1)C(CCC)N